(alphaR,9R)-7-[3,5-bis(trifluoromethyl)benzyl]-8,9,10,11-tetrahydro-9-methyl-5-(4-methylphenyl)-7H-[1,4]diazocino[2,1-g][1,7]naphthyridine-6,13-di-one FC(C=1C=C(CN2C(C3=C(C=4C=CC=NC4C(N3CC[C@H](C2)C)=O)C2=CC=C(C=C2)C)=O)C=C(C1)C(F)(F)F)(F)F